1-(3-chloropyridin-2-yl)ethyl (1-methyl-4-(6-methyl-5-(methyl-sulfonamido)pyridin-2-yl)-1H-1,2,3-triazol-5-yl)carbamate CN1N=NC(=C1NC(OC(C)C1=NC=CC=C1Cl)=O)C1=NC(=C(C=C1)NS(=O)(=O)C)C